ClC=1C(=C(C=CC1)B([O-])[O-])F chloro-fluoro-phenylboronate